3-(5-bromo-3-chloro-1H-indol-1-yl)-5-(1-ethyl-6,6-dimethyl-4,5,6,7-tetrahydro-1H-Indazol-3-yl)-1,2,4-oxadiazole BrC=1C=C2C(=CN(C2=CC1)C1=NOC(=N1)C1=NN(C=2CC(CCC12)(C)C)CC)Cl